FC(C(CNC(OC(C)(C)C)=O)(O)C1=NC(=CC(=C1)C(C)(C)O)C1=CC=C(C=C1)F)(F)F Tert-Butyl {3,3,3-Trifluoro-2-[6-(4-Fluorophenyl)-4-(2-Hydroxypropan-2-yl)Pyridin-2-yl]-2-Hydroxypropyl}Carbamate